2-(7-(((3-(2,4-dioxotetrahydropyrimidin-1(2H)-yl)pyridin-4-yl)methyl)amino)-1-oxoisoindolin-2-yl)-2-(5-fluoro-2-hydroxyphenyl)-N-(thiazol-2-yl)acetamide O=C1N(CCC(N1)=O)C=1C=NC=CC1CNC=1C=CC=C2CN(C(C12)=O)C(C(=O)NC=1SC=CN1)C1=C(C=CC(=C1)F)O